5-[5-Methyl-2-(7-methyl-chinolin-8-sulfonylamino)-phenylethynyl]-pyridin CC=1C=CC(=C(C1)C#CC=1C=CC=NC1)NS(=O)(=O)C=1C(=CC=C2C=CC=NC12)C